BrC1=C(C(=CC=C1)C)C bromoo-xylene